CC1=CC=CC2=C1S(CC1=C2N(N=C1C(=O)N1CCOC2(CC2)C1)C1=CC=C(C=C1)CN1CCOCC1)(=O)=O (6-Methyl-1-(4-(morpholinomethyl)phenyl)-5,5-dioxido-1,4-dihydrothiochromeno[4,3-c]pyrazol-3-yl)(4-oxa-7-azaspiro[2.5]oct-7-yl)methanone